C(C1=CC=CC=C1)OC=1C=2C3=C(N(C2C=CC1)C1=CC(=C(C=C1)F)C)C(COC31CC(C1)(C(=O)O)C)(C)C 9'-(benzyloxy)-5'-(4-fluoro-3-methylphenyl)-3,4',4'-trimethyl-4',5'-dihydro-3'H-spiro[cyclobutane-1,1'-pyrano[4,3-b]indole]-3-carboxylic acid